2,2'-diamino[1,1-biphenyl]-4,4'-dicarboxylic acid NC1=C(C=CC(=C1)C(=O)O)C1=C(C=C(C=C1)C(=O)O)N